C(C)(=O)N[C@H]1[C@@H](O)O[C@@H]([C@H]([C@@H]1O)O)CO N-acetyl-alpha-glucosamine